[4-(1-methyl-1H-pyrazol-4-yl)-benzyl]-(6-{7-[3-(2-oxa-6-aza-spiro[3.3]hept-6-yl)-propoxy]-imidazo[1,2-a]pyridin-3-yl}-pyrimidin-4-yl)-amine CN1N=CC(=C1)C1=CC=C(CNC2=NC=NC(=C2)C2=CN=C3N2C=CC(=C3)OCCCN3CC2(COC2)C3)C=C1